[Si](C)(C)(C(C)(C)C)OC[C@@H](COCCCCCCCCCCCCCCCC)OCC=1C=C(C#N)C=C(C1)F (R)-3-(((1-((tert-butyldimethylsilyl)oxy)-3-(hexadecyloxy)propan-2-yl)oxy)methyl)-5-fluorobenzonitrile